pentanamide hydrochloride Cl.C(CCCC)(=O)N